trans-N-((trans-4-(benzo[d][1,3]dioxol-5-yl)cyclohexyl)methyl)-N-(3-(1-cyclopropyl-1H-pyrazol-4-yl)phenyl)-4-hydroxycyclohexanecarboxamide O1COC2=C1C=CC(=C2)[C@@H]2CC[C@H](CC2)CN(C(=O)[C@@H]2CC[C@H](CC2)O)C2=CC(=CC=C2)C=2C=NN(C2)C2CC2